2-chloro-5-methoxy-4-(4-(1-methyl-4-(trifluoromethyl)-1H-imidazol-2-yl)styryl)pyrimidine ClC1=NC=C(C(=N1)C=CC1=CC=C(C=C1)C=1N(C=C(N1)C(F)(F)F)C)OC